NC[C@H]1CN(C(O1)=O)C1=CC=C(C=C1)N1C(COCC1)=O 4-{4-[(5S)-5-(aminomethyl)-2-oxo-3-oxazolidinyl]phenyl}-3-morpholinone